C(C)(C)N1C(=NN=C1)C1=CC=CC(=N1)NC(N(C1=NC2=CC=CC=C2C=C1)C)=O 3-(6-(4-isopropyl-4H-1,2,4-triazol-3-yl)pyridin-2-yl)-1-methyl-1-(quinolin-2-yl)urea